CC1=C(C=C(C=C1)[N+](=O)[O-])NC1=NC=CC(=N1)C=1C=NC=CC1 N-(2-methyl-5-nitrophenyl)-4-(3-pyridyl)-2-pyrimidyl-amine